C(C)(C)(C)OC(=O)N1CCC2(C[C@H](CO2)N2C=NC3=CC=C(C=C3C2=O)OC2=C(C(=CC=C2F)NS(=O)(=O)C2CCCCC2)C#N)CC1.C(S(=O)(=O)O)S(=O)(=O)O methylenedisulfonate tert-butyl-(3R)-3-[6-[2-cyano-3-(cyclohexylsulfonylamino)-6-fluoro-phenoxy]-4-oxo-quinazolin-3-yl]-1-oxa-8-azaspiro[4.5]decane-8-carboxylate